C(C)(=O)N1CCC(CC1)NC=1C=C(C(=O)NC[C@H]([C@H]2NCC3=CC(=CC=C3C2)O)O)C=C(C1)N1CCCCC1 3-[(1-Acetyl-4-piperidyl)amino]-N-[(2R)-2-hydroxy-2-[(3S)-7-hydroxy-1,2,3,4-tetrahydroisoquinolin-3-yl]ethyl]-5-(1-piperidyl)benzamide